C(=O)(O)OC(=O)O.C([K])[K] methylenedipotassium dicarbonate